N1=CN=C(C2=C1NC=C2)N2CCCCC2 1-(7H-pyrrolo[2,3-d]pyrimidin-4-yl)piperidin